(2S,3S,4S,5S)-4-[[3-(3,4-Difluorophenyl)-4,5-dimethyl-5-(trifluoromethyl)tetrahydrofuran-2-carbonyl]amino]pyridin-2-carboxamid FC=1C=C(C=CC1F)[C@H]1[C@H](O[C@@]([C@H]1C)(C(F)(F)F)C)C(=O)NC1=CC(=NC=C1)C(=O)N